O1C2=C(N(CC1)C(=O)[O-])C=CC=C2 2,3-dihydro-4H-benzo[b][1,4]oxazine-4-carboxylate